CC1(CCC(CC1)NC1=NN2C(C(=N1)OC)=C(C=C2)C2=CC=1N(C=C2)N=CC1C(=O)NC)C 5-(2-((4,4-Dimethylcyclohexyl)amino)-4-methoxypyrrolo[2,1-f][1,2,4]triazin-5-yl)-N-methylpyrazolo[1,5-a]pyridine-3-carboxamide